N[C@H](C(=O)O)CCC1=CC(=C(C=C1)C(F)F)F (2S)-2-amino-4-[4-(difluoro-methyl)-3-fluoro-phenyl]-butanoic acid